S1N=NC2=C1C=NN=N2 triazinothiadiazole